{[4-(4-bromophenyl)butanoyl]amino}-4-pyridinecarboxylic acid BrC1=CC=C(C=C1)CCCC(=O)NC1=NC=CC(=C1)C(=O)O